COC1=CC=C(C=C1)C1=NC2=CC=CC=C2C2=C1N(C=1C=CC=CC12)C1=NC=CC=C1 6-(4-methoxyphenyl)-7-(pyridin-2-yl)-7H-indolo[2,3-c]quinoline